OC1=NC(=NC=2N1N=CC2C#N)S 4-hydroxy-2-mercaptopyrazolo[1,5-a][1,3,5]triazine-8-carbonitrile